N1CCC(CC1)C1=NC=NC2=CC(=CC=C12)N1CCN(CC1)C(=O)OCC1=CC=CC=C1 benzyl 4-(4-(piperidin-4-yl)quinazolin-7-yl)piperazine-1-carboxylate